(S)-2-methyl-N-[(1Z)-2-phenylethylidene]propane-2-sulfinamide CC(C)(C)[S@](=O)\N=C/CC1=CC=CC=C1